COC(=O)C1=CC2=C(OCCO2)C=C1N 7-amino-2,3-dihydrobenzo[b][1,4]dioxine-6-carboxylic acid methyl ester